C1(CC1)CC1=C(C=NN1C)C1=NC(=NC=C1F)NC1CCC(CC1)N (1R,4R)-N1-(4-(5-(cyclopropyl-methyl)-1-methyl-1H-pyrazol-4-yl)-5-fluoropyrimidin-2-yl)cyclohexane-1,4-diamine